BrC=1C=C2C(=C(N(C2=CC1F)CC)C=1C(=NC=C(C1)N1CCOCC1)[C@H](C)OC)CC(CO[Si](C1=CC=CC=C1)(C1=CC=CC=C1)C(C)(C)C)(C)C [3-[5-bromo-1-ethyl-6-fluoro-2-[2-[(1S)-1-methoxyethyl]-5-morpholino-3-pyridyl]indol-3-yl]-2,2-dimethyl-propoxy]-tert-butyl-diphenyl-silane